BrC1=CC(=NC=C1C)C(C)=O (4-bromo-5-methylpyridin-2-yl)ethan-1-one